[Li].[Al] aluminum, lithium salt